acrylic acid-methacrylamide C(C(=C)C)(=O)N.C(C=C)(=O)O